3,4-Difluoro-2-(2-fluoro-4-iodoanilino)-5-[[3-fluoro-2-(2-methoxyethylsulfamoylamino)pyridin-4-yl]methyl]benzamide FC=1C(=C(C(=O)N)C=C(C1F)CC1=C(C(=NC=C1)NS(NCCOC)(=O)=O)F)NC1=C(C=C(C=C1)I)F